ClC1=C(C=2C=NC=CC2N1)C=O 2-CHLORO-1H-PYRROLO[3,2-C]PYRIDINE-3-CARBALDEHYDE